FC=1C=C(C=CC1[Si](C)(C)C)NC([C@@H](C1=CC=C(C=C1)COC)NC(CC)=O)=O N-((1R)-2-((3-fluoro-4-(trimethylsilyl)phenyl)amino)-1-(4-(methoxymethyl)phenyl)-2-oxoethyl)propanamide